methylamine di-trifluoroacetate FC(C(=O)O)(F)F.FC(C(=O)O)(F)F.CN